beta-amino-propionic acid NCCC(=O)O